1-[6-chloro-2-[3-(difluoromethoxy)-5-methyl-pyrazol-1-yl]-3-pyridinyl]ethanone ClC1=CC=C(C(=N1)N1N=C(C=C1C)OC(F)F)C(C)=O